C(=O)[C@@H]1[C@H](CC(=C[C@]1(C1=CC=CC=C1)NS(=O)(=O)C1=CC=C(C=C1)C)C1=CC=CC=C1)C N-((1'S,5'S,6'R)-6'-formyl-5'-methyl-5',6'-dihydro-[1,1':3',1''-terphenyl]-1'(4'H)-yl)-4-methylbenzenesulfonamide